[Br-].C1(=CC=CC=C1)C(CC1N(C=CC=C1)C)C1=CC=CC=C1 2-(2,2-Diphenyl-ethyl)-1-methylpyridine bromide